C(C)(C)(C)OC(=O)C1=NC=NC(=C1)C 6-Methylpyrimidine-4-carboxylic acid tert-butyl ester